C1=CC(=CC=C1C(=O)[O-])N p-aminobenzoate